C12COCC(CC1)N2C2=C(CNCC[C@]1(CCOC3(CCCC3)C1)C1=NC=CC=C1)C=CC(=C2)F (R)-N-(2-(3-oxa-8-azabicyclo[3.2.1]oct-8-yl)-4-fluorobenzyl)-2-(9-(pyridin-2-yl)-6-oxaspiro[4.5]dec-9-yl)ethylamine